C(C)O[Si](CCC1CC2OC2CC1)(OCC)OCC triethoxy-[2-(7-oxabicyclo[4.1.0]heptane-3-yl)ethyl]silane